CC1=C(OC2=CC=C(C=C2)OC2=C(C=C(C=C2)N)C)C=CC(=C1)N 1,4-bis(2-methyl-4-aminophenoxy)benzene